N-[(1-{[6-(4-chlorophenoxy)-5-methyl-3-pyridinyl]methyl}-4-hydroxy-2-oxo-1,2,5,6-tetrahydro-3-pyridinyl)carbonyl]glycine ClC1=CC=C(OC2=C(C=C(C=N2)CN2C(C(=C(CC2)O)C(=O)NCC(=O)O)=O)C)C=C1